C(#N)C1=NC(=NC(=C1)C)N1CCN(CC1)S(=O)(=O)C1=CC=C(C=C1)NC(=O)C1=CC=NN1CC(=O)OCC ethyl 2-(5-((4-((4-(4-cyano-6-methylpyrimidin-2-yl)piperazin-1-yl)sulfonyl)phenyl)carbamoyl)-1H-pyrazol-1-yl)acetate